(RS)-N-[2-(2,5-dimethoxyphenyl)-2-hydroxyethyl]glycinamide COC1=C(C=C(C=C1)OC)[C@H](CNC(CN)=O)O |r|